OC1=C(C=CC=2C(C3=C(C(=CC=C3C(C12)=O)O)OC)=O)COC 1,6-Dihydroxy-5-methoxy-2-(methoxymethyl)-9,10-anthraquinone